O1COC2=C1C=CC(=C2)NC2N(C(=NC(=N2)N)N2CCOCC2)C2=CC=C(C=C2)Cl N-Benzo[1,3]dioxol-5-yl-N1-(4-chlorophenyl)-6-morpholin-4-yl-[1,3,5]triazine-2,4-diamine